CN(C(OCCC(F)(F)F)=O)C 3,3,3-trifluoropropyl dimethylcarbamate